FC1=C(C=CC(=C1)C(F)(F)F)C1=CC2=C(N(C=N2)CC(C)(O)C)C=C1 1-{5-[2-fluoro-4-(trifluoromethyl)phenyl]-1H-benzimidazol-1-yl}-2-methylpropan-2-ol